(5S,8R)-8-hydroxy-N-(2,3,4-trifluorobenzyl)-5,6,7,8-tetrahydro-quinoline-5-carboxamide O[C@@H]1CC[C@@H](C=2C=CC=NC12)C(=O)NCC1=C(C(=C(C=C1)F)F)F